C(C)(C)(C)OC(=O)N[C@@H]([C@H](C(=O)OCC)OC1=NC=C(C=C1[N+](=O)[O-])C=1C=NN(C1)C)C1=CC=CC=C1 ethyl (2R,3R)-3-(tert-butoxycarbonylamino)-2-[[5-(1-methylpyrazol-4-yl)-3-nitro-2-pyridyl]oxy]-3-phenyl-propanoate